FC1=CC=C(C=C1)C1=C(C=C(C(=C1)C(=O)O)C1=CC=C(C=C1)F)C(=O)O 2,5-di-(4-fluorophenyl)benzene-1,4-dicarboxylic acid